C(C)OC(CC(C)N1C=NC(=C1)C(=O)OCC1=CC=CC=C1)=O benzyl 1-(4-ethoxy-4-oxobutan-2-yl)-1H-imidazole-4-carboxylate